C(C1=CC=CC=C1)OC=1C=C(C(=C(C1)C)[N+](=O)[O-])C 5-(benzyloxy)-1,3-dimethyl-2-nitrobenzene